ClC1=C(C(=O)N(CC=2OC=CC2)CC2=C(C=C(C=C2)OC)NCC)C=CC=C1 2-chloro-N-(2-(ethylamino)-4-methoxybenzyl)-N-(furan-2-ylmethyl)benzamide